2-methoxybenzenesulfonamide, monohydrochloride Cl.COC1=C(C=CC=C1)S(=O)(=O)N